4-(1-{[4-(4-chlorobenzyl)-2-methyl-4H-thieno[3,2-b]pyrrole-3-carbonyl]amino}cyclopropyl)benzoic acid ClC1=CC=C(CN2C3=C(C=C2)SC(=C3C(=O)NC3(CC3)C3=CC=C(C(=O)O)C=C3)C)C=C1